[Na+].C(C)(=O)N[C@@H]1[C@H](C[C@@](C([O-])=O)(O)O[C@H]1[C@H](O)[C@H](O)CO)O N-acetyl-alpha-D-neuraminic acid sodium salt